C(#N)C1=C(C=C(C=C1)C1=NN(C=C1)CCNC(OC(C)(C)C)=O)[N+](=O)[O-] tert-Butyl 2-(3-(4-cyano-3-nitrophenyl)-1H-pyrazol-1-yl)ethylcarbamate